NC=1SC2=C(C1C#N)C1(CCC2)CN(C1)C1=NC(=NC(=C1)N1C[C@](CCC1)(C)O)OC[C@H]1NC(CC1)=O 2'-Amino-1-(6-[(3R)-3-hydroxy-3-methylpiperidin-1-yl]-2-{[(2S)-5-oxopyrrolidin-2-yl]methoxy}pyrimidin-4-yl)-6',7'-dihydro-5'H-spiro[azetidine-3,4'-[1]benzothiophene]-3'-carbonitrile